2-(6-chloro-4-methylpyridin-3-yl)acetonitrile ClC1=CC(=C(C=N1)CC#N)C